BrC1=C(C(=CC(=C1)C(C(F)(F)F)(C(F)(F)F)F)OC(F)F)NC(C1=C(C(=CC=C1)NCC1CC1)F)=O N-(2-bromo-6-(difluoromethoxy)-4-(perfluoropropan-2-yl)phenyl)-3-((cyclopropylmethyl)amino)-2-fluorobenzamide